OC(C(=O)OCCC)CCCCCC propyl alpha-hydroxyoctanoate